4-(4-((3-ethyl-2,4-dioxo-1,2,3,4-tetrahydroquinazolin-7-yl)methyl)piperazin-1-yl)-N-methylpiperidine-1-carboxamide C(C)N1C(NC2=CC(=CC=C2C1=O)CN1CCN(CC1)C1CCN(CC1)C(=O)NC)=O